N1=CC(=CC=C1)CNC1=CC(NN=C1)=O 5-[(pyridin-3-ylmethyl)-amino]-2H-pyridazin-3-one